2-[4-({[4-(Phenylmethoxy)phenyl]amino}carbonyl)-1,5-dimethyl-1H-pyrrol-2-yl]-4-chlorobenzoic acid C1(=CC=CC=C1)COC1=CC=C(C=C1)NC(=O)C=1C=C(N(C1C)C)C1=C(C(=O)O)C=CC(=C1)Cl